CC(=CCC(C(=O)OC)(C(=O)OC)CC#C)C dimethyl 2-(3-methyl-2-buten-1-yl)-2-propargylmalonate